N-[4-chloro-3-(cyclopropylcarbamoyl)phenyl]-2-methyl-5-(1,1,2,2,2-pentafluoroethyl)-4-(trifluoromethyl)pyrazole-3-carboxamide ClC1=C(C=C(C=C1)NC(=O)C=1N(N=C(C1C(F)(F)F)C(C(F)(F)F)(F)F)C)C(NC1CC1)=O